[Na].[Na].[Na].N[C@@H](CCCCN)C(=O)N mono-lysine amide trisodium salt